C(C1=CC=CC=C1)OC1CC(CCC1)(C1=C(C(=CC=C1)F)C=C)COC1OCCCC1 2-((3-(benzyloxy)-1-(3-fluoro-2-vinylphenyl)cyclohexyl)methoxy)tetrahydro-2H-pyran